hydroxyseleno ether O[Se]O[Se]O